BrC1=C(C(=NC=C1)C#N)OC bromo-3-methoxypyridinecarbonitrile